tert-Butyl N-[6-(4-ethyl-3-pyridyl)-3-(isopropylcarbamoylamino)cinnolin-8-yl]carbamate C(C)C1=C(C=NC=C1)C=1C=C2C=C(N=NC2=C(C1)NC(OC(C)(C)C)=O)NC(NC(C)C)=O